2-chloro-7-cyclopropyl-9-(tetrahydro-2H-pyran-4-yl)-7,9-dihydro-8H-purin-8-one ClC1=NC=C2N(C(N(C2=N1)C1CCOCC1)=O)C1CC1